C1(=CC=CC2=CC=CC=C12)C=1C(=C(C=CC1)C1=CC=CC=C1)C1=C(C=CC=C1)C (naphthyl)(methylphenyl)(biphenyl)